2-(2-aminoethyl)-N-[(2R)-1,4-dioxan-2-ylmethyl]-8-methyl-4,5-dihydro-2H-furo[2,3-g]indazole-7-carboxamide NCCN1N=C2C3=C(CCC2=C1)OC(=C3C)C(=O)NC[C@H]3OCCOC3